ClC=1C(=CC=C2C(=CNC12)C=O)OC 7-CHLORO-6-METHOXYINDOLE-3-CARBOXALDEHYDE